FC1=CC=C(\C=C/2\C(C3=CC(=CC=C3C2)O)=O)C=C1 (E)-2-(4-fluorobenzylidene)-6-hydroxy-2,3-dihydro-1H-inden-1-one